FC1=C(C(=C(C(=C1[B-](C1=C(C(=C(C(=C1F)F)F)F)F)(C1=C(C(=C(C(=C1F)F)F)F)F)C1=C(C(=C(C(=C1F)F)F)F)F)F)F)F)F.C[NH3+] methyl-ammonium tetrakis(pentafluorophenyl)borate